The molecule is a synthetic nonapeptide comprising cysteinyl, phenylalanyl, phenylalanyl, glutaminyl, asparaginyl, cysteinyl, prolyl, lysyl, and glycinamide residues in sequence, with a disulfide bridge joining the two cysteine residues. Its antidiuretic effects are less than those of vasopressin. It is used as a vasoconstrictor in local anaesthetic injections for dental use, and is an ingredient of preparations that have been used for treatment of pain and inflammation of the mouth. It has a role as a vasoconstrictor agent and a vasopressin receptor agonist. C1C[C@H](N(C1)C(=O)[C@@H]2CSSC[C@@H](C(=O)N[C@H](C(=O)N[C@H](C(=O)N[C@H](C(=O)N[C@H](C(=O)N2)CC(=O)N)CCC(=O)N)CC3=CC=CC=C3)CC4=CC=CC=C4)N)C(=O)N[C@@H](CCCCN)C(=O)NCC(=O)N